3-((5-(4-Fluoro-3-hydroxyphenyl)isoxazol-3-yl)methyl)-2-(2,2,2-trifluoroethyl)quinazolin FC1=C(C=C(C=C1)C1=CC(=NO1)CN1C(N=C2C=CC=CC2=C1)CC(F)(F)F)O